N-(4-(chlorodifluoromethoxy)phenyl)-4-isopropyl-2-methyl-5-(1H-pyrazol-5-yl)-3,4-dihydro-2H-benzo[b][1,4]oxazine-7-carboxamide ClC(OC1=CC=C(C=C1)NC(=O)C=1C=C(C2=C(OC(CN2C(C)C)C)C1)C1=CC=NN1)(F)F